tert-butyl 4-(5-fluoro-7-{2-methyl-5H,6H,7H,8H-imidazo[1,2-a]pyridin-6-yl}-4-oxoquinazolin-3-yl)piperidine-1-carboxylate FC1=C2C(N(C=NC2=CC(=C1)C1CCC=2N(C1)C=C(N2)C)C2CCN(CC2)C(=O)OC(C)(C)C)=O